OCCCCCON1SC2=C(C1=O)C=CC=C2 (5-hydroxypentyloxy)benzo[d]isothiazol-3(2H)-one